FC(C1(CC1)N1N=NC(=C1)[C@H](C1=C2C=CN=C(C2=CC=C1)OC)NC=1C=C2C(=C(C=NC2=C(C1)C#N)C#N)NCC(C(F)(F)F)(C)C)F (S)-6-(((1-(1-(difluoromethyl)cyclopropyl)-1H-1,2,3-triazol-4-yl)(1-methoxyisoquinolin-5-yl)methyl)amino)-4-((3,3,3-trifluoro-2,2-dimethylpropyl)amino)quinoline-3,8-dicarbonitrile